2-(4-cyclopropyl-6-methoxy-pyrimidin-5-yl)-5-(2-methoxyethyl)-7-[[4-[1-methyl-4-(trifluoromethyl)imidazol-2-yl]phenyl]methyl]pyrrolo[3,2-d]pyrimidine C1(CC1)C1=NC=NC(=C1C=1N=CC2=C(N1)C(=CN2CCOC)CC2=CC=C(C=C2)C=2N(C=C(N2)C(F)(F)F)C)OC